3-isopentenyl-1,4-naphthoquinone C(CC(=C)C)C1=CC(C2=CC=CC=C2C1=O)=O